C1(=CC=CC2=CC=CC=C12)C(=O)N1CCN(CC1)C([C@H](CCCCNC(C=C)=O)NC(C(C)(C)C)=O)=O (S)-N-(6-(4-(1-naphthoyl)piperazin-1-yl)-6-oxo-5-pivalamidohexyl)acrylamide